2-(2-bromophenyl)-3-hydroxyflavone BrC1=C(C=CC=C1)C1(OC2=CC=CC=C2C(C1O)=O)C1=CC=CC=C1